O1CCC(CC1)N1CCCC1 1-(tetrahydro-2H-pyran-4-yl)pyrrolidine